[N+](=O)(OCCC1CCN(CC1)S(=O)(=O)C1=CC(=C(C=C1)OCCC)C=1NC(C2=C(N1)C(=CN2CC)CCC)=O)[O-] 2-(1-((3-(5-ethyl-4-oxo-7-propyl-4,5-dihydro-3H-pyrrolo[3,2-d]pyrimidin-2-yl)-4-propoxyphenyl)sulfonyl)piperidin-4-yl)ethyl nitrate